C(#N)C(C(=O)OCC)(C)C1=CC=C(C=C1)[N+](=O)[O-] ethyl 2-cyano-2-(4-nitrophenyl)propanoate